ClC1=C(C=C(C(=C1)CNC1(CC1)C=1C=NC=CC1C1=C(C=CC=C1)OC1CC1)Cl)CCCCC(=O)N(CCC(NC[C@@H]([C@H]([C@@H]([C@@H](CO)O)O)O)O)=O)CCC(NC[C@@H]([C@H]([C@@H]([C@@H](CO)O)O)O)O)=O 5-{2,5-dichloro-4-[({1-[4-(2-cyclopropoxyphenyl)pyridin-3-yl]cyclopropyl}amino)methyl]phenyl}-N,N-bis(2-{[(2S,3R,4R,5R)-2,3,4,5,6-pentahydroxyhexyl]carbamoyl}ethyl)pentanamide